C(C\C=C/CCCCC)C(=O)O cis-3-nonenecarboxylic acid